P(=O)([O-])([O-])[O-].[Li+].[Fe+2].[Li+] lithium-iron-lithium phosphate